tert-butyl N-[2-[2-[tert-butyl (dimethyl) silyl] oxyethylamino] ethyl]-N-methyl-carbamate [Si](C)(C)(C(C)(C)C)OCCNCCN(C(OC(C)(C)C)=O)C